N1(CCC1)C[C@@H](C(=O)NC(C)(C)C1=CC=C(C=C1)OC)C (S)-3-(azetidin-1-yl)-N-(2-(4-methoxyphenyl)propan-2-yl)-2-methylpropanamide